(R)-6-chloro-3-((1-(2-cyano-3-(3-fluoroazetidin-1-yl)-7-methylquinoxalin-5-yl)ethyl)amino)picolinic acid ClC1=CC=C(C(=N1)C(=O)O)N[C@H](C)C1=C2N=C(C(=NC2=CC(=C1)C)C#N)N1CC(C1)F